FC=1C=2N(C=CC1)N=C(C2)[C@@H]2N(CCC1=C2N=CN1)C=1OC(=NN1)C1=NC=CC=C1 (R)-2-(4-(4-fluoropyrazolo[1,5-a]pyridin-2-yl)-6,7-dihydro-1H-imidazo[4,5-c]pyridin-5(4H)-yl)-5-(pyridin-2-yl)-1,3,4-oxadiazole